di-oleoyl-sn-glycero-3-phosphorylcholine C(CCCCCCC\C=C/CCCCCCCC)(=O)C(OP(OC[C@@H](CO)O)(=O)O)(C[N+](C)(C)C)C(CCCCCCC\C=C/CCCCCCCC)=O